FC(C1=CC=C(C=C1)NC=1C(=NC=CC1)C(=O)NN)(F)F 3-((4-(trifluoromethyl)phenyl)amino)picolinohydrazide